(2R)-2-(6-{5-chloro-2-[(1-methyl-1H-pyrazol-5-yl)amino]pyrimidin-4-yl}-1-oxo-2,3-dihydro-1H-isoindol-2-yl)-N-[(1R)-1-[6-(dimethylamino)pyridin-2-yl]ethyl]propanamide ClC=1C(=NC(=NC1)NC1=CC=NN1C)C1=CC=C2CN(C(C2=C1)=O)[C@@H](C(=O)N[C@H](C)C1=NC(=CC=C1)N(C)C)C